5-(difluoromethyl)-1,3,4-oxadiazol-2-yl-2-{1-[(4-methylphenyl)methyl]-1H-imidazol-2-yl}pyridine FC(C1=NN=C(O1)C=1C(=NC=CC1)C=1N(C=CN1)CC1=CC=C(C=C1)C)F